CC1(C2=CC=CC=C2C=2C=CC=[SiH]C12)C 9,9-dimethylsilafluorene